Cl.CN1N=NC2=C1C=CC(=C2C)[C@H](CC(=O)O)C2=CC(=C(C=C2)C)CN2C[C@H](OC1=C(C2)N=C(C=C1)O)CC (R)-3-(1,4-dimethyl-1H-benzo[d][1,2,3]triazol-5-yl)-3-(3-(((R)-2-ethyl-7-hydroxy-2,3-dihydropyrido[2,3-f][1,4]oxazepin-4(5H)-yl)methyl)-4-methylphenyl)propanoic acid, hydrochloride